ClC1=CC(=C(C=C1)C1=NC(=NC2=C1N=C(N(C2=O)C)C)N2CC(OCC2)C2=CC=NN2C)F 8-(4-chloro-2-fluorophenyl)-2,3-dimethyl-6-(2-(1-methyl-1H-pyrazol-5-yl)morpholino)pyrimido[5,4-d]pyrimidin-4(3H)-one